C(C)(C)(C)OC(N(C)CC(=O)N1C(=C(C2=CC(=CC=C12)C1CCNCC1)C(C)C)C=1C(=C(C=2N(C1)N=CN2)C)C)=O (2-(2-(7,8-dimethyl-[1,2,4]triazolo[1,5-a]pyridin-6-yl)-3-isopropyl-5-(piperidin-4-yl)-1H-indol-1-yl)-2-oxoethyl)(methyl)carbamic acid tert-butyl ester